C(C)(C)(C)C1=CC=C(C=C1)N(C(=O)C1N(CC1(C)C)C#N)C(C(=O)NC1CCCCC1)C=1C=NC=CC1 N-(4-(tert-butyl)phenyl)-1-cyano-N-(2-(cyclohexylamino)-2-oxo-1-(pyridin-3-yl)ethyl)-3,3-dimethylazetidine-2-carboxamide